C(CCCCCCCCCCCCCCCCCCC)OCC(OC(CCCCCCCCCCCCCC)=O)COP(=O)(O)OC[C@H](N)C(=O)O 1-eicosyl-2-pentadecanoyl-glycero-3-phosphoserine